5-(tert-butyl)-2-((3,3'-di-tert-butyl-5,5'-dimethoxy-2'-((4,4,5,5-tetraphenyl-1,3,2-dioxaphospholan-2-yl)oxy)-[1,1'-biphenyl]-2-yl)oxy)benzo[d][1,3,2]dioxaphosphole C(C)(C)(C)C1=CC2=C(OP(O2)OC2=C(C=C(C=C2C(C)(C)C)OC)C2=C(C(=CC(=C2)OC)C(C)(C)C)OP2OC(C(O2)(C2=CC=CC=C2)C2=CC=CC=C2)(C2=CC=CC=C2)C2=CC=CC=C2)C=C1